2-(2-(4-fluorophenyl)-6-(((1R,5S,6s)-3-(1-methyl-3-(thiazol-4-yl)-1H-pyrazole-5-carbonyl)-3-azabicyclo[3.1.0]hexan-6-yl)oxy)pyridin-4-yl)-2-methylpropanoic acid FC1=CC=C(C=C1)C1=NC(=CC(=C1)C(C(=O)O)(C)C)OC1[C@@H]2CN(C[C@H]12)C(=O)C1=CC(=NN1C)C=1N=CSC1